S(=O)(=O)(O)S(=O)[O-].[Na+] sodium hydrogen pyrosulfite